C(=O)C1=C(OCC2=C(C#N)C=CC=C2)C=C(C(=C1)[N+](=O)[O-])OCC=1C(=C(C=CC1)C1=C(C(=CC=C1)C1=NC(=NO1)CN1CCC(CC1)O)C)C (2-formyl-5-((3'-(3-((4-hydroxypiperidin-1-yl)methyl)-1,2,4-oxadiazol-5-yl)-2,2'-dimethyl-[1,1'-biphenyl]-3-yl)methoxy)-4-nitrophenoxymethyl)benzonitrile